2-(3-methyl-1-(tetrahydro-2H-pyran-4-yl)-1H-indazol-7-yl)-2-(3-(5-(5,6,7,8-tetrahydro-1,8-naphthyridin-2-yl)pentyloxy)azetidin-1-yl)acetic acid CC1=NN(C2=C(C=CC=C12)C(C(=O)O)N1CC(C1)OCCCCCC1=NC=2NCCCC2C=C1)C1CCOCC1